O1COC2=C1C=CC(=C2)C2=NN(C1=NC=NC(=C12)N)C(C)C1=NN(C2=CC(=CC=C12)Cl)C=1C=NC=CC1 3-(benzo[1,3]dioxol-5-yl)-1-(1-(6-chloro-1-(pyridin-3-yl)-1H-indazol-3-yl)ethyl)-1H-pyrazolo[3,4-d]pyrimidin-4-amine